(1r,5s,6r)-3-[6-(ethoxycarbonyl)-6-azaspiro[3.4]oct-2-yl]-3-azabicyclo[3.1.0]hexane-6-carboxylic acid C(C)OC(=O)N1CC2(CC(C2)N2C[C@H]3C([C@H]3C2)C(=O)O)CC1